3-(1,4-diazabicyclo[3.2.2]nonan-4-yl)-8-[11C]methylaminodibenzo[b,d]thiophene-5,5-dioxide N12CCN(C(CC1)CC2)C=2C=CC1=C(S(C3=C1C=C(C=C3)N[11CH3])(=O)=O)C2